6-[(4-fluoro-3-methylphenyl)amino]-1-{6-[(1-methylpiperidin-4-yl)oxy]pyridin-2-yl}-2-(prop-2-en-1-yl)-1H,2H,3H-pyrazolo[3,4-d]pyrimidin-3-one FC1=C(C=C(C=C1)NC1=NC=C2C(=N1)N(N(C2=O)CC=C)C2=NC(=CC=C2)OC2CCN(CC2)C)C